C(CCNC([O-])=O)NC([O-])=O propane-1,3-diyl-dicarbamate